3-[4-[4-[4-[3-[(1R,5S)-3-[3-amino-6-(2-hydroxyphenyl)pyridazin-4-yl]-3,8-diazabicyclo[3.2.1]octan-8-yl]phenoxy]-1-piperidyl]cyclohexyl]indolin-1-yl]piperidine-2,6-dione NC=1N=NC(=CC1N1C[C@H]2CC[C@@H](C1)N2C=2C=C(OC1CCN(CC1)C1CCC(CC1)C1=C3CCN(C3=CC=C1)C1C(NC(CC1)=O)=O)C=CC2)C2=C(C=CC=C2)O